C1(=CC=CC=C1)S(=O)(=O)NC(CC=1C=C(C=CC1)C(N)=NO)C=1SC2=C(N1)C=CC=C2Cl 3-[2-benzenesulfonamido-2-(7-chloro-1,3-benzothiazol-2-yl)ethyl]-N'-hydroxybenzene-1-carboximidamide